4-(2-(dimethylamino)-2-oxoethyl-2-methylphenyl)-1H-pyrazolo[3,4-d]pyrimidine-3-carboxamide CN(C(CC=1C(=C(C=CC1)C1=C2C(=NC=N1)NN=C2C(=O)N)C)=O)C